3-(2-((3r,5r,7r)-adamantan-1-yl)acetoxy)-2-((((9Z,12Z)-octadeca-9,12-dienoyl)oxy)methyl)propyl quinuclidine-4-carboxylate N12CCC(CC1)(CC2)C(=O)OCC(COC(CC21CC3CC(CC(C2)C3)C1)=O)COC(CCCCCCC\C=C/C\C=C/CCCCC)=O